tert-butyl N-[2-nitro-4-(2-thienyl)phenyl]carbamate [N+](=O)([O-])C1=C(C=CC(=C1)C=1SC=CC1)NC(OC(C)(C)C)=O